O=C1NC(CCC1N1C(N(C2=C1C=CC(=C2N2CCC(CC2)N(C)CC2CCN(CC2)C(=O)OC(C)(C)C)OC)C)=O)=O 1-Tert-butyl 4-[[[1-[1-(2,6-dioxo-3-piperidyl)-5-methoxy-3-methyl-2-oxo-benzimidazol-4-yl]-4-piperidyl]-methyl-amino]methyl]piperidine-1-carboxylate